CS(=O)(=O)OCC Ethyl Methane-Sulfonate